trans-4-{(2R,5S)-2-[8-amino-1-(2-fluoro-4-{[4-(trifluoromethyl)pyridin-2-yl]carbamoyl}phenyl)imidazo[1,5-a]pyrazin-3-yl]-5-methylmorpholin-4-yl}-1-methylcyclohexanecarboxylic acid NC=1C=2N(C=CN1)C(=NC2C2=C(C=C(C=C2)C(NC2=NC=CC(=C2)C(F)(F)F)=O)F)[C@H]2CN([C@H](CO2)C)C2CCC(CC2)(C(=O)O)C